1-bromo-3-(cyclobutoxy)benzene BrC1=CC(=CC=C1)OC1CCC1